FC=1C=C(C=C(C1F)C=1N=NC(=CC1)NC1C[C@@H]2[C@@H](CN(C2)CC2CCOCC2)C1)NC(=O)C1(CCC1)O N-(3,4-difluoro-5-(6-(((3aR,5s,6aS)-2-((tetrahydro-2H-pyran-4-yl)methyl)octahydrocyclopenta[c]pyrrol-5-yl)amino)pyridazin-3-yl)phenyl)-1-hydroxycyclobutane-1-carboxamide